ClC=1C=NN2C1N=C(NC1=C2C=C(C=C1)N1CCOCC1)C1=C(C=CC=C1F)Cl 4-[3-chloro-5-(2-chloro-6-fluoro-phenyl)-6H-pyrazolo[1,5-a][1,3,5]benzotriazepin-9-yl]morpholine